4-bromo-2-methylsulfonyl-1-(trifluoro-methyl)benzene BrC1=CC(=C(C=C1)C(F)(F)F)S(=O)(=O)C